NC=1N=C(N(C1)CC(=O)NCC1=CC=C(C=C1)OC)C(=O)OCC ethyl 4-amino-1-(2-((4-methoxybenzyl)amino)-2-oxoethyl)-1H-imidazole-2-carboxylate